4-Carboxy-3-fluorophenyl-boric acid C(=O)(O)C1=C(C=C(C=C1)OB(O)O)F